IC1=CC=C(C=C1)C=1NC=C(N1)C1=CC=CC=C1 2-(4-Iodophenyl)-4-phenylimidazole